O=C1NC(CCC1N1C(C2=CC=C(C=C2C1=O)F)=O)=O 2-(2,6-dioxo-3-piperidinyl)-5-fluoroisoindoline-1,3-dione